BrC1=CC=C(C=C1)OC 4-bromo-anisole